C(C)(C)(C)OC(=O)N1C(CNCC1)CC(=C(CC(C)C)C1=CC=C(C=C1)Cl)C (3-(4-chlorophenyl)-2,5-dimethylhex-2-en-1-yl)piperazine-1-carboxylic acid tert-butyl ester